S1N=C(C2=C1C=CC=C2)COC=2C=CC(=C1CCN([C@@H](C21)CN2C(CCC2)=O)C(=O)[C@H]2[C@H](CCCC2)C(=O)OCC2=C(C=C(C=C2)OC)OC)Cl 2,4-Dimethoxybenzyl (1S,2R)-2-((S)-8-(benzo[d]isothiazol-3-ylmethoxy)-5-chloro-1-((2-oxopyrrolidin-1-yl)methyl)-1,2,3,4-tetrahydroisoquinoline-2-carbonyl)-cyclohexane-1-carboxylate